COC1CC12CC(N(CC2)CC2=C1C=CNC1=C(C=C2OC)C)C2=CC=C(C(=O)O)C=C2 4-(1-methoxy-6-((5-methoxy-7-methyl-1H-indol-4-yl)methyl)-6-azaspiro[2.5]oct-5-yl)benzoic acid